C(C)(=O)N1CCN(CC1)C1=CC=CC(=N1)C1=CN=C2N1C=C(N=C2)C(=O)NC 3-(6-(4-acetylpiperazin-1-yl)pyridin-2-yl)-N-methylimidazo[1,2-a]pyrazine-6-carboxamide